FC=1C=C(COCC2=C(C=C(C=C2)C)N2C(SCC2=O)=N)C=CC1 3-(2-(((3-fluorobenzyl)oxy)methyl)-5-methylphenyl)-2-iminothiazolidin-4-one